ClC1=CC(=C(CC=2N(C3=CC=C(C=C3C2)C(=O)N[C@@H](CO)C2=CC=C(C=C2)S(=O)(=O)CC)CCF)C=C1)C(F)(F)F (R)-2-(4-chloro-2-(trifluoromethyl)benzyl)-N-(1-(4-(ethanesulfonyl)phenyl)-2-hydroxyethyl)-1-(2-fluoroethyl)-1H-indole-5-carboxamide